[Si](C)(C)(C(C)(C)C)OCC1N(S(OC1)(=O)=O)C(=O)OC(C)(C)C tert-butyl 4-(((tert-butyldimethylsilyl)oxy)methyl)-1,2,3-oxathiazolidine-3-carboxylate 2,2-dioxide